ClC1=C(C(=O)N2CC3=CC=CC(=C3C2)N(C(\C=C\CN(C)C)=O)C)C(=CC(=C1)O)O (E)-N-(2-(2-Chloro-4,6-dihydroxybenzoyl)isoindolin-4-yl)-4-(dimethylamino)-N-methylbut-2-enamide